1-[[2-(3,3-difluorocyclobutyl)oxypyridin-4-yl]methyl]-3-[(1r,3r)-3-(trifluoro-methyl)cyclobutyl]urea FC1(CC(C1)OC1=NC=CC(=C1)CNC(=O)NC1CC(C1)C(F)(F)F)F